FC=1C=C(C=CC1)CC(=O)NN 3-fluorobenzeneacethydrazide